BrC1=C(N)C=C(C(=C1)O[C@@H]1COCC1)OC (S)-2-bromo-5-methoxy-4-((tetrahydrofuran-3-yl)oxy)aniline